C(C=C)(=O)N1CCC(CC1)OC=1N=C2C(=NC1)NC=C2C(=O)NC2C(CCC2)(F)F 2-[(1-acryloylpiperidin-4-yl)oxy]-N-(2,2-difluorocyclopentyl)-5H-pyrrolo[2,3-b]pyrazine-7-carboxamide